dimethyl-aminotrimethyl-silane CC([Si](C)(C)N)C